2-[4-Chloro-5-(2-methyl-4-methylsulfinyl-phenyl)-1H-imidazol-2-yl]-5-fluoro-pyridine ClC=1N=C(NC1C1=C(C=C(C=C1)S(=O)C)C)C1=NC=C(C=C1)F